Cl[Si](CCCCCC)(C)C chloro(dimethyl)hexyl-silane